1-(3,4-dichlorophenyl)-6-methyl-3-(pyridin-3-yl)quinazoline-2,4(1H,3H)-dione ClC=1C=C(C=CC1Cl)N1C(N(C(C2=CC(=CC=C12)C)=O)C=1C=NC=CC1)=O